5-[3-methyl-4-(1-methyl-1H-pyrazol-5-yl)phenyl]-3,6-dihydro-2H-1,3,4-oxadiazin-2-one CC=1C=C(C=CC1C1=CC=NN1C)C1=NNC(OC1)=O